(6-methoxypyridin-3-yl)methan-d2-ol COC1=CC=C(C=N1)C(O)([2H])[2H]